heneicosyl 4-hydroxybenzoate OC1=CC=C(C(=O)OCCCCCCCCCCCCCCCCCCCCC)C=C1